Quinol C1(O)=CC=C(O)C=C1